ClC=1C=2N(C=C(C1)C1CC1)C=C(N2)CNC2=CC(=NC=N2)NC(=O)[C@@H]2[C@H](C2)C2=CC(=CC=C2)Cl |r| rac-(1S*,2S*)-N-(6-(((8-chloro-6-cyclopropylimidazo[1,2-a]pyridin-2-yl)methyl)amino)pyrimidin-4-yl)-2-(3-chlorophenyl)cyclopropane-1-carboxamide